C(C)(C)(C)OC(=O)N1CC(C1)C=1C=CC=C2C=C(N(C12)CC1CC1)C1=NN2C(C(=CC(=C2)C(=O)OC)OC)=C1C Methyl 2-(7-(1-(tert-butoxycarbonyl)azetidin-3-yl)-1-(cyclopropylmethyl)-1H-indol-2-yl)-4-methoxy-3-methylpyrazolo[1,5-a]pyridine-6-carboxylate